OC(C(=O)OC)CCCC methyl alpha-hydroxyhexanoate